C1=CC=NC2=C1[C@H]1[C@H](CC3=CCCN13)CO2 (6aS,7aR,11aR)-6a,9,10,11a-tetrahydro-6H,7H-pyrido[3',2':5,6]pyrano[3,4-b]pyrrolizine